C[C@H]1[C@@H](NC2=C(N1)N=C(NC2=O)N)[C@@H](C)NC3=CC=C(C=C3)C[C@@H]([C@@H]([C@@H](CO[C@@H]4[C@@H]([C@@H]([C@H](O4)COP(=O)([O-])O[C@@H](CCC(=O)[O-])C(=O)[O-])O)O)O)O)O The molecule is trianion of 5,6,7,8-tetrahydromethanopterin arising from deprotonation of carboxy and phosphate OH groups; major species at pH 7.3. It is an organophosphate oxoanion and a dicarboxylic acid dianion. It is a conjugate base of a 5,6,7,8-tetrahydromethanopterin.